Cyclopropanecarboxylic acid [4-(2-{4-[3-(3-tert-butyl-phenyl)-ureido]-3-fluoro-phenyl}-ethyl)-pyridin-2-yl]-amide C(C)(C)(C)C=1C=C(C=CC1)NC(NC1=C(C=C(C=C1)CCC1=CC(=NC=C1)NC(=O)C1CC1)F)=O